C(CCCCC=CCCC)(=O)O 6-Decenoic Acid